4-((3,5-dichloropyridin-2-yl)oxy)-4'-fluoro-2'-oxospiro[cyclohexane-1,3'-indoline]-5'-carboxamide ClC=1C(=NC=C(C1)Cl)OC1CCC2(C(NC3=CC=C(C(=C23)F)C(=O)N)=O)CC1